ClC1=CC(=C(C=C1)C1=C(N(N=N1)C)CN1N=CC(=CC1=O)C=1C=NC(=C(C1)OC)Cl)F 2-((5-(4-chloro-2-fluoro-phenyl)-3-methyl-triazol-4-yl)methyl)-5-(6-chloro-5-methoxy-3-pyridyl)pyridazin-3-one